[(3S)-pyrrolidin-3-yl] 2-[[4-[[2-(6-methyl-2-pyridyl)pyrimidin-4-yl]amino]pyrimidin-2-yl]amino]pyridine-4-carboxylate CC1=CC=CC(=N1)C1=NC=CC(=N1)NC1=NC(=NC=C1)NC1=NC=CC(=C1)C(=O)O[C@@H]1CNCC1